ClC=1C=C(C=NC1)C1=NN2C(N=CC=C2)=C1C(=O)O 2-(5-Chloropyridin-3-yl)pyrazolo[1,5-a]pyrimidine-3-carboxylic acid